C(C)(C)(C)OC(=O)N1CC2(C1)CN(C(C2Br)=O)C2=CC=C(C=C2)Br 8-bromo-6-(4-bromophenyl)-7-oxo-2,6-diazaspiro[3.4]octane-2-carboxylic acid tert-butyl ester